4-(4-((4-chlorobenzyl)amino)phenyl)-7H-pyrrolo[2,3-d]pyrimidin ClC1=CC=C(CNC2=CC=C(C=C2)C=2C3=C(N=CN2)NC=C3)C=C1